N-(3-(5-chloro-2-methoxyphenyl)-1-(2-(3,3-difluoroazetidin-1-yl)-2-oxoethyl)-1H-pyrazol-4-yl)pyrazolo[1,5-a]pyrimidine-3-carboxamide ClC=1C=CC(=C(C1)C1=NN(C=C1NC(=O)C=1C=NN2C1N=CC=C2)CC(=O)N2CC(C2)(F)F)OC